C(C)[C@@H]1N(CC[C@@H](C1)C(=O)OC)C(=O)OC(C)(C)C |r| (rac)-1-tert-butyl 4-methyl cis-2-ethylpiperidine-1,4-dicarboxylate